CIS-8-Dimethylamino-3-[(4-methoxyphenyl)-methyl]-8-(3-methoxy-propyl)-1,3-diazaspiro[4.5]decan-2-one CN(C1(CCC2(CN(C(N2)=O)CC2=CC=C(C=C2)OC)CC1)CCCOC)C